NC(CCN(C(CCl)=O)NC(=O)C(CC(C)C)NC(OCC1=CC=CC=C1)=O)=O Benzyl N-[1-[[(3-amino-3-oxo-propyl)-(2-chloroacetyl)amino]carbamoyl]-3-methyl-butyl]carbamate